C1(CC1)C1=C(C=C(C(=C1)I)C)N(C(C#CC)=O)C1=NC=C(C=C1OC)C N-(2-cyclopropyl-4-iodo-5-methylphenyl)-N-(3-methoxy-5-methylpyridin-2-yl)but-2-ynamide